N1=C(C=CC=C1C(=O)[O-])C(=O)[O-] pyridine-2,6-dicarboxylate